[5-(3-chloro-2-piperazin-1-yl-6-quinolyl)-2-fluoro-phenyl]methanamine ClC=1C(=NC2=CC=C(C=C2C1)C=1C=CC(=C(C1)CN)F)N1CCNCC1